N,N'-bis(dibenzofuran-4-yl)-N,N'-diphenyl-7-phenyl-7H-dibenzo[c,G]carbazole-5,9-diamine C1=CC=C(C=2OC3=C(C21)C=CC=C3)N(C3=CC=2N(C=1C=C(C4=C(C1C2C2=C3C=CC=C2)C=CC=C4)N(C4=CC=CC=C4)C4=CC=CC2=C4OC4=C2C=CC=C4)C4=CC=CC=C4)C4=CC=CC=C4